7-(propargyloxy)-coumarin C(C#C)OC1=CC=C2C=CC(OC2=C1)=O